BrC=1C=C(C=CC1)C=1C=CC=2N=C(N=C(C2N1)N)N 6-(3-bromophenyl)pyrido[3,2-d]Pyrimidine-2,4-diamine